CP(=O)(C)C1=C(C#N)C(=CC=C1)F 2-(dimethylphosphoryl)-6-fluorobenzonitrile